C[Hf](C1C2=CC(=CC=C2C=2C=CC(=CC12)C(C)(C)C)C(C)(C)C)(C(C1CCCCC1)C1=CC=CC=C1)C dimethyl-((Phenyl)(cyclohexyl)methyl)(2,7-di-tert-butylfluoren-9-yl)hafnium